ClC1=CC(=C(NC=C2C(OC(OC2=O)(C)C)=O)C=C1)F 5-[(4-chloro-2-fluoro-anilino)methylene]-2,2-dimethyl-1,3-dioxane-4,6-dione